C[SiH2][Si](OC)(OC)C Bismethyldimethoxydisilane